N[C@@H](CCCNC(OCC1=CC=CC=C1)=O)COC1=C(C(=CC(=C1)C(N)=O)[N+](=O)[O-])Cl (S)-benzyl (4-amino-5-(5-carbamoyl-2-chloro-3-nitrophenoxy)pentyl)carbamate